[Li+].C([O-])([O-])=O.[Na+].[Li+] lithium sodium carbonate, lithium salt